BrC=1C=C(C=C2N=C3C(=NC12)OCCC3)F 9-bromo-7-fluoro-3,4-dihydro-2H-pyrano[2,3-b]quinoxaline